N-[2-(4-formylcyclohexyl)-7-isopropoxy-imidazo[1,2-a]pyridin-6-yl]-6-(trifluoromethyl)pyridine-2-carboxamide C(=O)C1CCC(CC1)C=1N=C2N(C=C(C(=C2)OC(C)C)NC(=O)C2=NC(=CC=C2)C(F)(F)F)C1